dibenzothiophene disulfide C1=CC=CC=2S(C3=C(C21)C=CC=C3)(=S)=S